C1CC12NCCN(C2)CC2=CC=C(C=C2)N2C(=NC=1C2=NC(=CC1)C1=CC=CC=C1)C=1C(=NC=CC1)N 3-[3-[4-(4,7-diazaspiro[2.5]octan-7-ylmethyl)phenyl]-5-phenyl-imidazo[4,5-b]pyridin-2-yl]pyridin-2-amine